FC1=CC=C(C=C1)C1=NN2C(CN(CC2)C(C)=O)=C1C1=C2C(=NC=C1)CN(O2)C 1-(2-(4-fluorophenyl)-3-(2-methyl-2,3-dihydroisoxazolo[4,5-b]pyridin-7-yl)-6,7-dihydropyrazolo[1,5-a]pyrazin-5(4H)-yl)ethan-1-one